ClC=1C=C(C=CC1Cl)C(=O)N1CC=2C(=NN3C2C=2C(CCC3)=C(ON2)C)C[C@H]1C (3,4-dichlorophenyl)[(10R)-3,10-dimethyl-5,6,9,10-tetrahydro-4H-[1,2]oxazolo-[3,4-c]pyrido[4',3':3,4]pyrazolo[1,5-a]azepin-11(12H)-yl]methanone